FC1=C(C(=O)OC)C=CN=C1NC(=O)OC1=CC=CC=C1 methyl 3-fluoro-2-((phenoxycarbonyl)amino)isonicotinate